ClC=1C=C(C=CC1)C1=CNC=2N=CN=C(C21)NCC(C)C 5-(3-chlorophenyl)-N-isobutyl-7H-pyrrolo[2,3-d]pyrimidin-4-amine